C[C@H]([C@@H](C(=O)NC(=O)NC1=C2C(=NC=N1)N(C=N2)[C@H]3[C@@H]([C@@H]([C@H](O3)CO)O)O)N)O N6-threonylcarbamoyladenosine